NC(CCC1CC1)(C1=CC=CC=C1)C=1C=CC(=C(C1)NC(=O)[C@@H]1N(C[C@@H](C1)OC)C(=O)NC1=NC=C(C=C1)Cl)F (2R,4R)-N2-(5-(1-amino-3-cyclopropyl-1-phenylpropyl)-2-fluorophenyl)-N1-(5-Chloropyridin-2-yl)-4-methoxypyrrolidine-1,2-dicarboxamide